N-methyl-1-(4-(methylsulfonyl)pyridin-2-yl)methanamine CNCC1=NC=CC(=C1)S(=O)(=O)C